6-chloro-4-(1-(methylsulfonyl)hexa-hydro-1H-pyrrolo[3,4-b]pyridin-6(2H)-yl)-1H-indazole ClC1=CC(=C2C=NNC2=C1)N1CC2N(CCCC2C1)S(=O)(=O)C